The molecule is a member of the class of monomethoxyflavones that is 3'-methoxyflavone bearing an additional amino substituent at position 2' It has a role as an EC 2.7.11.24 (mitogen-activated protein kinase) inhibitor. It is a monomethoxyflavone and an aromatic amine. COC1=CC=CC(=C1N)C2=CC(=O)C3=CC=CC=C3O2